COC(CC1=C(C(=O)N)C=CC=C1[N+](=O)[O-])C (2-methoxypropyl)-3-nitro-benzamide